(3-(4-methoxybenzyl)-2-methyl-3H-imidazo[4,5-C]quinolin-8-yl)boronic acid COC1=CC=C(CN2C(=NC3=C2C=NC=2C=CC(=CC32)B(O)O)C)C=C1